C(C)(C)(C)C1(C(O)C=CC=C1)O 2-tertbutylcatechol